ClC1=CC=C(C=C1)C1C(CCC=C1)CN1CCN(CC1)C1=CC(=C(C(=O)NS(=O)(=O)C2=CC(=C(C=C2)NCC2CCOCC2)[N+](=O)[O-])C=C1)OC=1C=C2C(=NC1)NC=C2 4-[4-[[2-(4-chlorophenyl)cyclohex-3-en-1-yl]methyl]piperazin-1-yl]-N-[3-nitro-4-(tetrahydropyran-4-ylmethylamino)phenyl]sulfonyl-2-(1H-pyrrolo[2,3-b]pyridin-5-yloxy)benzamide